C(C)(C)(C)OC(=O)N1C[C@@H]([C@@H](CC1)NC1=C(C=C(C=C1)Cl)C)C (3S,4R)-4-(4-chloro-2-methyl-anilino)-3-methyl-piperidine-1-carboxylic acid tert-butyl ester